1-(4-aminopiperidin-1-yl)prop-2-en-1-one NC1CCN(CC1)C(C=C)=O